COC=1C=2N(C=C(N1)C(=O)NC1=NC(=CC=C1)OC)C=C(N2)C2CCOCC2 8-methoxy-N-(6-methoxy-2-pyridyl)-2-tetrahydropyran-4-yl-imidazo[1,2-a]pyrazine-6-carboxamide